N-(1-(4,4-difluorocyclohexyl)-2-oxo-1,2-dihydropyridin-3-yl)-2-(4,4-dimethyl-1,4-azasilinan-1-yl)-4-(N-(2-hydroxyethyl)sulfamoyl)benzamide FC1(CCC(CC1)N1C(C(=CC=C1)NC(C1=C(C=C(C=C1)S(NCCO)(=O)=O)N1CC[Si](CC1)(C)C)=O)=O)F